C(C)S(=O)(=O)C1=C(C=CC(=C1)C(F)(F)F)C1=CN=C(N1C)\C=C\C(F)(F)F (E)-5-(2-(Ethylsulfonyl)-4-(trifluoromethyl)phenyl)-1-methyl-2-(3,3,3-trifluoroprop-1-en-1-yl)-1H-imidazole